NCC1=C(C=CC=C1)[C@@H]1C2=C(N(C([C@H]1NC(C1=CC(=CC=C1)C(F)(F)F)=O)=O)CC)N(N=C2)C2=CC=CC=C2 |r| rac-N-((4R,5S)-4-(2-(aminomethyl)phenyl)-7-ethyl-6-oxo-1-phenyl-4,5,6,7-tetrahydro-1H-pyrazolo[3,4-b]pyridin-5-yl)-3-(trifluoromethyl)benzamide